CC=1C=C(C=C(C1)C)C1=NNC(=C1O)C 3-(3,5-dimethylphenyl)-5-methyl-pyrazol-4-ol